ClC1=CC=CC(=N1)C(=O)N1CC(C(C12CCCC2)O)(F)F (6-Chloropyridin-2-yl)(3,3-difluoro-4-hydroxy-1-azaspiro[4.4]non-1-yl)methanone